4-aza-7-[(tert-butyl)oxycarbonyl]-6-(2-methylpropyl)-11-oxa-5-oxobicyclo[10.2.2]hexadeca-1(15),12(16),13-triene-3-carboxylate C(C)(C)(C)OC(=O)C1C(C(NC(CC=2C=CC(OCCC1)=CC2)C(=O)[O-])=O)CC(C)C